N1C(=NC2=C1C=CC=C2)N2CCC1(C(N(C(N1)=O)CC(=O)NC1=CC=C(C=C1)C(F)(F)F)=O)CC2 2-(8-(1H-Benzo[d]imidazol-2-yl)-2,4-dioxo-1,3,8-triazaspiro[4.5]decan-3-yl)-N-(4-(trifluoromethyl)phenyl)acetamide